4-(5,6-dimethoxybenzo[b]thiophene-2-carbonyl)pent-4-enoic acid COC1=CC2=C(SC(=C2)C(=O)C(CCC(=O)O)=C)C=C1OC